(9H-fluoren-9-yl)methyl (3-((tert-butoxycarbonyl)amino)propyl)((2-chloro-[1,1'-biphenyl]-4-yl)methyl)carbamate C(C)(C)(C)OC(=O)NCCCN(C(OCC1C2=CC=CC=C2C=2C=CC=CC12)=O)CC1=CC(=C(C=C1)C1=CC=CC=C1)Cl